4-(tert-butoxycarbonylamino)-3-(3-chlorophenyl)butanoic acid C(C)(C)(C)OC(=O)NCC(CC(=O)O)C1=CC(=CC=C1)Cl